BrC1=CC(=C(C=C1)COCC1=CC=C(C=C1)OC)F 4-bromo-2-fluoro-1-(((4-methoxyphenyl)methoxy)methyl)benzene